(S)-1-(6-methoxy-5-(trifluoromethyl)pyridin-3-yl)ethanol COC1=C(C=C(C=N1)[C@H](C)O)C(F)(F)F